(6-(difluoromethyl)pyridin-2-yl)methylamine FC(C1=CC=CC(=N1)CN)F